N-(6-hydroxyhexyl)phosphanylcarboxamid OCCCCCCPNC=O